CC=1N=CN(C1C)C1=NC=C(C=C1O)[N+](=O)[O-] 2-(4,5-dimethyl-1H-imidazol-1-yl)-5-nitropyridin-3-ol